2-methyl-5-(pyrimidin-2-ylmethoxy)benzofuran-3-carboxylic acid CC=1OC2=C(C1C(=O)O)C=C(C=C2)OCC2=NC=CC=N2